2-[(3R)-3-aminopyrrolidin-1-yl]ethyl 4-[[4-[[2-(6-methyl-2-pyridyl)pyrimidin-4-yl]amino]pyrimidin-2-yl]amino]thiophene-2-carboxylate CC1=CC=CC(=N1)C1=NC=CC(=N1)NC1=NC(=NC=C1)NC=1C=C(SC1)C(=O)OCCN1C[C@@H](CC1)N